Cl.N[C@H](C)C(=O)[NH-] D-alanyl-amide hydrochloride